C1(=CC=C(C=C1)C(=O)C1=NC(=NC(=N1)C(=O)C1=CC=C(C=C1)C)C1=C(C=C(C=C1)OCCOCCCCCC)O)C 2,4-Di-p-toluoyl-6-[2-hydroxy-4-(2-hexyloxyethoxy)phenyl]-1,3,5-triazine